3-(2-allyl-1-hydroxycyclohexyl)allyl acetate C(C)(=O)OCC=CC1(C(CCCC1)CC=C)O